12-(2,4-difluorophenyl)-7-fluoro-11-(pyrrolidin-3-yl)-2,3,10-triazatricyclo[7.3.1.0^{5,13}]trideca-1,5(13),6,8-tetraen-4-one FC1=C(C=CC(=C1)F)C1C(NC2=CC(=CC=3C(NN=C1C32)=O)F)C3CNCC3